FC(OC1=NC=C(C(=C1)N1C(C(C2=CC(=C(C=C12)F)C(=O)NC1(CCS(CC1)(=O)=O)C)(C)C)=O)F)F 1-(2-(difluoromethoxy)-5-fluoropyridin-4-yl)-6-fluoro-3,3-dimethyl-N-(4-methyl-1,1-dioxidotetrahydro-2H-thiopyran-4-yl)-2-oxoindoline-5-carboxamide